The molecule is a phosphatidylcholine 28:0 in which the two acyl substituents at positions 1 and 2 are specified as palmitoyl and lauroyl respectively. It is a phosphatidylcholine 28:0 and a dodecanoate ester. It derives from a hexadecanoic acid. CCCCCCCCCCCCCCCC(=O)OC[C@H](COP(=O)([O-])OCC[N+](C)(C)C)OC(=O)CCCCCCCCCCC